trichlorooxyphosphoric acid ClOOP(OOCl)(OOCl)=O